3-(1,3-dithian-2-yl)-5-fluoro-4-(4-methoxyphenylmethyloxy)benzoic acid S1C(SCCC1)C=1C=C(C(=O)O)C=C(C1OCC1=CC=C(C=C1)OC)F